O[C@H]1[C@@H]2CC([C@H]([C@H]1O)C2)COC2=C(C=C(C=C2)S(=O)(=O)NC(C2=C(C=CC=C2)OC=2C=C1C(=NC2)NC=C1)=O)[N+](=O)[O-] N-[(4-{[(1R,4R,5S,6R)-5,6-dihydroxybicyclo[2.2.1]hept-2-yl]methoxy}-3-nitrophenyl)sulfonyl]-2-(1H-pyrrolo[2,3-b]pyridin-5-yloxy)benzamide